8-(6-Fluoropyridin-3-yl)-N-isopropylquinoxalin-6-amine FC1=CC=C(C=N1)C=1C=C(C=C2N=CC=NC12)NC(C)C